2-(6-bromopyridin-3-yl)propionamide BrC1=CC=C(C=N1)C(C(=O)N)C